NC1=NN2C(C(CCC2)=O)=C1 2-Amino-6,7-dihydropyrazolo[1,5-a]pyridin-4(5H)-one